ClC=1C(=NC=C(C1)C)OC1CCC2(CN(C2)C(=O)C2CC(C2)(C)O)CC1 (7-((3-Chloro-5-methylpyridin-2-yl)oxy)-2-azaspiro[3.5]nonan-2-yl)((1s,3s)-3-hydroxy-3-methylcyclobutyl)methanone